6-bromo-2-methyl-4H-pyrrolo[3,2-d]thiazole-5-carboxylic acid methyl ester COC(=O)C1=C(C=2N=C(SC2N1)C)Br